4-ethoxy-4'-cyanobiphenyl C(C)OC1=CC=C(C=C1)C1=CC=C(C=C1)C#N